FC1=C(C=CC(=C1)F)C(C(F)(F)F)N1CCNCC1 1-[1-(2,4-Difluorophenyl)-2,2,2-trifluoro-ethyl]piperazine